(2R,4R)-1-(4-chlorophenylcarbamoyl)-4-hydroxypyrrolidine-2-carboxylic acid ClC1=CC=C(C=C1)NC(=O)N1[C@H](C[C@H](C1)O)C(=O)O